3-(CARBOXYMETHOXY)-5-FLUOROBENZENEBORONIC ACID C(=O)(O)COC=1C=C(C=C(C1)F)B(O)O